(S)-N-(3-methoxy-1-oxo-1-(4-(3-(trifluoromethoxy)phenyl-4-d)piperazin-1-yl-2,2,3,3,5,5,6,6-d8)propan-2-yl)acetamide COC[C@@H](C(N1C(C(N(C(C1([2H])[2H])([2H])[2H])C1=CC(=C(C=C1)[2H])OC(F)(F)F)([2H])[2H])([2H])[2H])=O)NC(C)=O